C(CCC)[NH3+] Butylammonium